[NH+]1=NC=CC2=CC=CC=C12 CINNOLINIUM